METHYLTRICHLOROSILANE C[Si](Cl)(Cl)Cl